CC(=O)N[C@H](CSSC[C@@H](C(=O)O)NC(=O)C)C(=O)O N,N'-diacetyl-D-cystine